(R)-2-amino-3-(2-oxo-1,2-dihydro-1,6-naphthyridin-3-yl)propanamide N[C@@H](C(=O)N)CC=1C(NC2=CC=NC=C2C1)=O